tert-butyl 2-(3-fluoro-6-(trifluoromethyl)pyridin-2-yl)-7-azaspiro[3.5]nonane-7-carboxylate FC=1C(=NC(=CC1)C(F)(F)F)C1CC2(C1)CCN(CC2)C(=O)OC(C)(C)C